rel-(2S,3R,4R,5S)-N-(2-(((tert-butyldimethylsilyl)oxy)methyl)pyridin-4-yl)-3-(3,4-difluoro-2-methoxyphenyl)-4,5-dimethyl-5-(trifluoromethyl)tetrahydrofuran-2-carboxamide [Si](C)(C)(C(C)(C)C)OCC1=NC=CC(=C1)NC(=O)[C@H]1O[C@@]([C@@H]([C@@H]1C1=C(C(=C(C=C1)F)F)OC)C)(C(F)(F)F)C |o1:18,20,21,22|